1,2-diarachidonoyl-sn-glycero-3-Phosphocholine C(CCC\C=C/C\C=C/C\C=C/C\C=C/CCCCC)(=O)OC[C@@H](OC(CCC\C=C/C\C=C/C\C=C/C\C=C/CCCCC)=O)COP(=O)([O-])OCC[N+](C)(C)C